(2,2-difluoroacetyl)-6-methyl-pyridine-3-carbohydrazide FC(C(=O)C1=NC(=CC=C1C(=O)NN)C)F